4-(8-bromo-6-chloro-7-methoxy-4-oxo-4H-chromen-2-yl)benzaldehyde BrC=1C(=C(C=C2C(C=C(OC12)C1=CC=C(C=O)C=C1)=O)Cl)OC